bis(β-[4-azidosalicylamido]-ethyl)disulfide N(=[N+]=[N-])C=1C=C(C(C(=O)NCCSSCCNC(C=2C(O)=CC(=CC2)N=[N+]=[N-])=O)=CC1)O